C(C)[Si]1(C(N(C2=C1C=CC=C2)C(=O)OC(C)(C)C)C)CC tert-Butyl 3,3-diethyl-2-methyl-2,3-dihydro-1H-benzo[d][1,3]azasilole-1-carboxylate